C(C)(C)(C)OC(=O)N[C@@H](CCO[Si](C)(C)C(C)(C)C)C(=O)OC(C)(C)C tert-butyl N-(tert-butoxycarbonyl)-O-(tert-butyldimethylsilyl)-L-homoserinate